2-methyl-1-(3-methyl-4-nitro-1H-pyrazol-1-yl)propan-2-ol CC(CN1N=C(C(=C1)[N+](=O)[O-])C)(C)O